N[C@H]1CS(C2=C(N(C1=O)CC1=CC=C(C=C1)Cl)C=C(C(=C2)F)C2=NN=C(O2)NC(C#N)(C)C)(=O)=O 2-[[5-[(3R)-3-amino-5-[(4-chlorophenyl)methyl]-8-fluoro-1,1,4-trioxo-2,3-dihydro-1lambda6,5-benzothiazepin-7-yl]-1,3,4-oxadiazol-2-yl]amino]-2-methyl-propanenitrile